B(O)(O)C=1C=C(C(C(=O)O)=CC1)C(=O)O 4-boronophthalic acid